5-(4-chlorobenzyl)-3-((2-fluorobenzyl)amino)-4H-benzo[e][1,2,4]thiadiazine 1,1-dioxide ClC1=CC=C(CC2=CC=CC3=C2NC(=NS3(=O)=O)NCC3=C(C=CC=C3)F)C=C1